2-(5-(4-methoxyphenyl)thiophen-2-yl)-N-(2-morpholinoethyl)acetamide COC1=CC=C(C=C1)C1=CC=C(S1)CC(=O)NCCN1CCOCC1